[Cl-].ClCC[NH+](C)C 2-chloroethyl-N,N-dimethylammonium chloride